methyl 6-(4-(7-(4-chloro-3-fluorophenyl)-5-isobutyl-5H-pyrrolo[2,3-b]pyrazine-3-carbonyl)-3,3-dimethylpiperazin-1-yl)-2,4-dimethylnicotinate ClC1=C(C=C(C=C1)C1=CN(C2=NC(=CN=C21)C(=O)N2C(CN(CC2)C2=NC(=C(C(=O)OC)C(=C2)C)C)(C)C)CC(C)C)F